2-(3-methyl-1-oxobutyl)-4-(4-methyl-1-oxopent-3-enyl)-5-prenylcyclopent-2-en-1-one CC(CC(=O)C=1C(C(C(C1)C(CC=C(C)C)=O)CC=C(C)C)=O)C